1-(4-chlorobutyl)-1H-benzotriazole ClCCCCN1N=NC2=C1C=CC=C2